ClC=1C=C(C=C2CN(C(C12)=O)CC1=CC=C(C=C1)OC)C(CC)=O 7-chloro-2-(4-methoxybenzyl)-5-propionylisoindolin-1-one